cyclopropan-1,1-diyldimethanol C1(CC1)(CO)CO